C(C1=CC=CC=C1)OC1=C(C=CC=C1F)N1C(C([C@@H]1C1=C(C=C(C(=C1)F)N1CCC(CC1)C(OCCCC)OCCCC)OC)(CC)CC)=O (S)-1-(2-(benzyloxy)-3-fluorophenyl)-4-(4-(4-(dibutoxymethyl)piperidin-1-yl)-5-fluoro-2-methoxyphenyl)-3,3-diethylazetidin-2-one